methyl-tris(methoxyethoxy)silane 15-hydroxy-eicosatetraenate OC(CCCCCC=CC=CC=CC=CC(=O)O)CCCCC.C[Si](OCCOC)(OCCOC)OCCOC